BrC=1C=C(C=CC1)C1=C(C(=NC2=CC=CC=C12)C(F)(F)F)C#CC1=CC(=CC=C1)Br 4-(3-Bromophenyl)-3-((3-bromophenyl)ethynyl)-2-(trifluoromethyl)quinoline